FC1=CC2=C(N(C(N=C2N2[C@H](CN(CC2)C(=O)OC(C)(C)C)C)=O)C=2C(=NC=CC2O)C(C)C)N=C1C1=C(C=CC=C1CCCO)F tert-butyl (3S)-4-(6-fluoro-7-(2-fluoro-6-(3-hydroxypropyl)phenyl)-1-(4-hydroxy-2-isopropylpyridin-3-yl)-2-oxo-1,2-dihydropyrido[2,3-d]pyrimidin-4-yl)-3-methylpiperazine-1-carboxylate